C1(CC1)C1=NC2=CC=C(C=C2NC1=O)CN1CCN(CC1)C=1C=CC(=NC1F)C(=O)NC([2H])([2H])[2H] 5-(4-((2-cyclopropyl-3-oxo-4H-quinoxalin-6-yl)methyl)piperazin-1-yl)-6-fluoro-N-(methyl-d3)pyridine-2-carboxamide